3-(isopentyloxy)-4-(4-methylpiperazin-1-yl)aniline C(CC(C)C)OC=1C=C(N)C=CC1N1CCN(CC1)C